Tert-Butyl (2S)-4-(5-bromo-6-oxo-1,6-dihydropyridazin-4-yl)-2-methylpiperazine-1-carboxylate BrC1=C(C=NNC1=O)N1C[C@@H](N(CC1)C(=O)OC(C)(C)C)C